(6S)-2,2,6-trimethylpiperazine CC1(N[C@H](CNC1)C)C